N-(5,6-difluoro-1H-indol-3-yl)-1-(4-(trifluoromethyl)phenyl)-1H-1,2,3-triazole-4-carboxamide FC=1C=C2C(=CNC2=CC1F)NC(=O)C=1N=NN(C1)C1=CC=C(C=C1)C(F)(F)F